C1(CC1)C(OC=1C=C2CCN3C(C2=CC1)=C(C(=CC3=O)OC[C@H]3OCCOC3)C)C3=NN=NN3 9-(1-cyclopropyl-1-tetrazol-5-ylmethoxy)-2-((S)-1-[1,4]dioxan-2-ylmethoxy)-1-methyl-6,7-dihydro-pyrido[2,1-a]isoquinolin-4-one